(1'R,2'R)-5'-(methyl-d3)-4-pentyl-2'-(prop-1-en-2-yl-d5)-1',2',3',4'-tetrahydro-[1,1'-biphenyl]-2,6-diol C(C=1CC[C@H]([C@@H](C1)C=1C(=CC(=CC1O)CCCCC)O)C(=C([2H])[2H])C([2H])([2H])[2H])([2H])([2H])[2H]